N-hexadecyl-3-(4-methoxybenzyloxy)-pyridin-4-one C(CCCCCCCCCCCCCCC)N1C=C(C(C=C1)=O)OCC1=CC=C(C=C1)OC